C(=O)O.CC1=NNC=C1C=1SC=C(N1)C(=O)NC=1C(=NN(C1)C1COC1)C1=NC=CC=C1 2-(3-methyl-1H-pyrazol-4-yl)-N-(1-(oxetan-3-yl)-3-(pyridin-2-yl)-1H-pyrazol-4-yl)thiazole-4-carboxamide, Formic Acid Salt